CN([C@H]1CCCC=2C=CC=NC12)C[C@@H]1N(CCNC1)C(=O)OCC1=CC=CC=C1 Benzyl (R)-2-((methyl((S)-5,6,7,8-tetrahydroquinolin-8-yl)amino)methyl)piperazine-1-carboxylate